(R)-(4-chloro-2-(2-methoxy-7-methylquinoxalin-5-yl)-7,8-dihydro-[1,4]dioxino[2',3':3,4]benzo[1,2-d]thiazol-7-yl)methyl (6-chloropyridin-3-yl)carbamate ClC1=CC=C(C=N1)NC(OC[C@@H]1OC2=C(C3=C(N=C(S3)C3=C4N=CC(=NC4=CC(=C3)C)OC)C(=C2)Cl)OC1)=O